5-bromo-4-[8-(3,8-diazabicyclo[3.2.1]octan-3-yl)-4-fluoro-5,6-dimethyl-2,7-naphthyridin-3-yl]-6-fluoro-naphthalen-2-ol BrC1=C2C(=CC(=CC2=CC=C1F)O)C=1N=CC2=C(N=C(C(=C2C1F)C)C)N1CC2CCC(C1)N2